(Z)-2-((3R,4S,5S,8S,9S,10S,13R,14S,16S)-16-acetoxy-3-hydroxy-4,8,10,14-tetramethyl-11-oxohexadecahydro-17H-cyclopenta[a]phenanthren-17-ylidene)-6-methylhept-5-enoic acid C(C)(=O)O[C@H]\1C[C@@]2([C@]3(CC[C@H]4[C@@H]([C@@H](CC[C@@]4([C@@H]3C(C[C@H]2/C1=C(/C(=O)O)\CCC=C(C)C)=O)C)O)C)C)C